FC1=C(C=CC(=C1)OC1=CC=NC=2NC(C=NC21)=O)NC(=O)NC2=C1N(N=C2C2=CC=CC=C2)CCC1 1-(2-fluoro-4-((3-oxo-3,4-dihydropyrido[2,3-b]pyrazin-8-yl)oxy)phenyl)-3-(2-phenyl-5,6-dihydro-4H-pyrrolo[1,2-b]pyrazol-3-yl)urea